1-(9Z-pentadecenoyl)-2-nonadecanoyl-glycero-3-phosphocholine CCCCCCCCCCCCCCCCCCC(=O)O[C@H](COC(=O)CCCCCCC/C=C\CCCCC)COP(=O)([O-])OCC[N+](C)(C)C